C(C)(C)C1=C(C(=CC=C1)C(C)C)N=C=S 1,3-diisopropyl-2-isothiocyanatobenzene